(4-amino-3-(oxetan-3-yloxy)-1H-pyrazol-1-yl)propionic acid methyl ester COC(C(C)N1N=C(C(=C1)N)OC1COC1)=O